2,4-dimethoxybenzyl (1S,2R)-2-((S)-5-chloro-8-hydroxy-1-((6-oxo-5-azaspiro[2.4]heptan-5-yl)methyl)-1,2,3,4-tetrahydroisoquinoline-2-carbonyl)-1-methyl-cyclopentane-1-carboxylate ClC1=C2CCN([C@@H](C2=C(C=C1)O)CN1CC2(CC2)CC1=O)C(=O)[C@H]1[C@](CCC1)(C(=O)OCC1=C(C=C(C=C1)OC)OC)C